4-bromo-1-ethynyl-2-fluorobenzene BrC1=CC(=C(C=C1)C#C)F